ClC=1C(=C2C=NNC2=C(C1F)N(C1COCC1)C)C=1N=CC=2N(C1)C=C(N2)NC(=O)C2C(C2)F N-(6-(5-chloro-6-fluoro-7-(methyl(tetrahydrofuran-3-yl)amino)-1H-indazol-4-yl)imidazo[1,2-a]pyrazin-2-yl)-2-fluorocyclopropane-1-carboxamide